FC(S(=O)(=O)[O-])(F)F.COC1=CC=C(C=C1)C1=CC=CC=2[N+]1=C(C=C1C=CC(=CC21)C2=CC=CC1=CC=CC=C21)C2=CC=CC=C2 4-(4-methoxyphenyl)-10-(naphthalen-1-yl)-6-phenylpyrido[2,1-a]isoquinolin-5-ium trifluoromethanesulfonate